C(C1=CC=CC=C1)N1CCC(CC1)CC=1C(=NC=2N(C1O)N=CN2)C 6-((1-benzylpiperidin-4-yl)methyl)-5-methyl-[1,2,4]triazolo[1,5-a]pyrimidin-7-ol